(4-(3-(2,6-dichlorophenyl)azetidin-1-yl)-2,6-dimethylbenzyl)-4-methylpiperidin-4-ol ClC1=C(C(=CC=C1)Cl)C1CN(C1)C1=CC(=C(CN2CCC(CC2)(O)C)C(=C1)C)C